C1(CCCCC(=O)OCCCCO1)=O monobutylene adipate